5-aminonaphthalen-1-ol NC1=C2C=CC=C(C2=CC=C1)O